octadecenyl (acetoacetate) C(CC(=O)C)(=O)OC=CCCCCCCCCCCCCCCCC